3-pentene-1,5-sultone C1CC=CCOS1(=O)=O